NCCN[C@@H](CC(=O)O)C(=O)O N-(2-aminoethyl)aspartic acid